COC1=CC=C(C=C1)C1CC(=NN1C(CC)=O)N1C(C=C(C2=NC=CC=C12)C)=O (5-(4-Methoxyphenyl)-1-propionyl-4,5-dihydro-1H-pyrazol-3-yl)-4-methyl-1,5-naphthyridin-2(1H)-one